lithium-nickel nickel [Ni].[Ni].[Li]